B(O)(O)O.[Fe].[Nd] neodymium iron boric acid